tert-Butyl 4-[[4-chloro-2-[3-[methyl-(2-methyl-[1,2,4]triazolo[1,5-a]pyridin-6-yl)carbamoyl]phenyl]-5-(trifluoromethyl)pyrazol-3-yl]methoxy]benzoate ClC1=C(N(N=C1C(F)(F)F)C1=CC(=CC=C1)C(N(C=1C=CC=2N(C1)N=C(N2)C)C)=O)COC2=CC=C(C(=O)OC(C)(C)C)C=C2